tert-butyl ((4-(2-(3-(trifluoromethyl)-1H-1,2,4-triazol-5-yl)imidazo[1,2-a]pyrimidin-3-yl)-1H-imidazol-1-yl)methyl) succinate C(CCC(=O)OCN1C=NC(=C1)C1=C(N=C2N1C=CC=N2)C2=NC(=NN2)C(F)(F)F)(=O)OC(C)(C)C